NN1C(=NC(=C1C(=O)O)C1=CC=C(C=C1)C(NC1=NC=C(C(=C1)C)F)=O)[C@H]1N(CCCC1)C(=O)OC(C)(C)C (S)-1-amino-2-(1-(tert-butoxycarbonyl)piperidin-2-yl)-4-(4-((5-fluoro-4-methylpyridin-2-yl)carbamoyl)phenyl)-1H-imidazole-5-carboxylic acid